N-(4-piperidinyl)glycine N1CCC(CC1)NCC(=O)O